BrC=1C=C(C=C2C(N(C(C12)=O)C1C(NC(CC1)=O)=O)=O)CN1CCN(CC1)C1=CC=C(C=C1)N1N=C2C(=CC=CC2=C1)C(=O)N 2-(4-(4-((7-Bromo-2-(2,6-dioxopiperidin-3-yl)-1,3-dioxoisoindoline-5-yl)methyl)piperazin-1-yl)phenyl)-2H-indazole-7-carboxamide